ClC1=C2C(=NC(=C1)C1=C(C=C(C=C1C)C(F)(F)F)O)N=C(O2)N[C@H]2CN(CCC2)CC 2-[7-chloro-2-[[(3R)-1-ethyl-3-piperidyl]amino]oxazolo[4,5-b]pyridin-5-yl]-3-methyl-5-(trifluoromethyl)phenol